NCC(CO[Si](C)(C)C(C)(C)C)C1=NC=CC=C1 2-{1-amino-3-(tert-butyldimethylsilyloxy)propan-2-yl}pyridine